BrC=1C=C2C(=CC1)NC(C21COOC1)=O 5-bromospiro[indoline-3,4'-[1,2]dioxolan]-2-one